4-methylphenylacetone CC1=CC=C(C=C1)CC(C)=O